O1CCC(=CC1)C1=CC2=C(N=C(S2)NC(=O)C2CCN(CC2)C)C=C1 N-(6-(3,6-dihydro-2H-pyran-4-yl)benzo[d]thiazol-2-yl)-1-methylpiperidine-4-carboxamide